N[C@H](C(=O)N1C2CC(CC1CC2)C2=C(N(C=C2)S(N)(=O)=O)C(=O)O)C 3-[8-[(2S)-2-Aminopropanoyl]-8-azabicyclo[3.2.1]octan-3-yl]-1-sulfamoyl-pyrrole-2-carboxylic acid